3-(2-(piperidin-1-yl)ethyl)urea N1(CCCCC1)CCNC(N)=O